C1(CCCCC1)C(C(CCCCN1C=CC2=CC(=CC=C12)F)C)NS(=O)(=O)C1=CC=C(C=C1)C N-(1-cyclohexyl-6-(5-fluoro-1H-indol-1-yl)-2-methylhexyl)-4-methylbenzene-sulfonamide